3-(4-(2-(2-(2,6-dioxopiperidin-3-yl)-6-fluoro-1,3-dioxoisoindolin-5-yl)piperazine-1-carbonyl)-1H-1,2,4-triazol-1-yl)pyridazine-3-carboxamide O=C1NC(CCC1N1C(C2=CC(=C(C=C2C1=O)C1N(CCNC1)C(=O)N1C=NN(C1)C1(NN=CC=C1)C(=O)N)F)=O)=O